[Si](C1=CC=CC=C1)(C1=CC=CC=C1)(C(C)(C)C)OC1CC(C1)C(C#N)C=O ((1s,3s)-3-((tert-butyldiphenylsilyl)oxy)cyclobutyl)-3-oxopropanenitrile